ClC=1C=C(C=CC1F)NC(=O)C=1C=2CC[C@@H](C2C(=CC1)F)NS(=O)(=O)CCOC (S)-N-(3-chloro-4-fluorophenyl)-7-fluoro-1-((2-methoxyethyl)sulfonamido)-2,3-dihydro-1H-indene-4-carboxamide